N-(2-(3,3-dimethyl-2-phenyl-cyclobut-1-enyl)-4-fluorophenyl)acetamide CC1(C(=C(C1)C1=C(C=CC(=C1)F)NC(C)=O)C1=CC=CC=C1)C